BrC=1C(=NC(=NC1)NC1=C(C=C(C(=C1)C=1C=NN(C1)C)N1CCC(CC1)N1CCN(CC1)C)OC)NC=1C(=C2N=CC=NC2=CC1)NS(=O)(=O)C1CC1 N-(6-((5-bromo-2-((2-methoxy-5-(1-methyl-1H-pyrazol-4-yl)-4-(4-(4-methylpiperazin-1-yl)piperidin-1-yl)phenyl)amino)pyrimidin-4-yl)amino)quinoxalin-5-yl)cyclopropanesulfonamide